C1(=CC=CC2=CC=CC=C12)OP(=O)(N[C@@H](C)C(=O)OC)Cl (1-naphthoxy)((1S)-(1-methoxycarbonylethyl)amino)phosphinoyl chloride